N-[3-fluoro-4-[(3-fluoro-6,7-dimethoxy-4-quinolyl)oxy]phenyl]-1-(4-fluoro-2-methyl-phenyl)-6-(1-methylcyclopropyl)-2-oxo-pyridine-3-carboxamide FC=1C=C(C=CC1OC1=C(C=NC2=CC(=C(C=C12)OC)OC)F)NC(=O)C=1C(N(C(=CC1)C1(CC1)C)C1=C(C=C(C=C1)F)C)=O